3-(5-(1'-(2-(4-((5-chloro-4-(4'-fluoro-[1,1'-biphenyl]-3-yl)pyrimidin-2-yl)amino)piperidin-1-yl)-2-oxoethyl)-[1,3'-bipiperidin]-4-yl)-1-oxoisoindolin-2-yl)piperidine-2,6-dione ClC=1C(=NC(=NC1)NC1CCN(CC1)C(CN1CC(CCC1)N1CCC(CC1)C=1C=C2CN(C(C2=CC1)=O)C1C(NC(CC1)=O)=O)=O)C=1C=C(C=CC1)C1=CC=C(C=C1)F